6-iodo-N4-(pent-3-yl)thieno[3,2-d]Pyrimidine-2,4-diamine IC1=CC=2N=C(N=C(C2S1)NC(CC)CC)N